2-fluoro-5-(8,9,10,11-tetrahydro-3H-pyrazolo[4,3-a]phenanthridin-7-yl)benzonitrile FC1=C(C#N)C=C(C=C1)C1=NC2=CC=C3C(=C2C=2CCCCC12)C=NN3